COC1=CC=C(N=N1)C1C(SCC1=O)=O 3-(6-methoxypyridazin-3-yl)-2,4-dioxo-1,2,3,4-tetrahydrothiophene